methyl ethyl(5-fluoro-2-((4-(7-((2-oxo-2,3-dihydro-1H-benzo[d]imidazol-5-yl)methyl)-2,7-diazaspiro[4.4]nonan-2-yl)pyrimidin-5-yl)oxy)phenyl)carbamate C(C)N(C(OC)=O)C1=C(C=CC(=C1)F)OC=1C(=NC=NC1)N1CC2(CC1)CN(CC2)CC2=CC1=C(NC(N1)=O)C=C2